(1s,2s)-(+)-trans-1,2-cyclopentanediol C1C[C@@H]([C@H](C1)O)O